N1(N=CC=C1)C1=CC=C(N=N1)N1C(N(C2=C(C1=O)C(=C(S2)C2=CC=C(C=C2)[N+](=O)[O-])CN(C)C)CC2=C(C=CC=C2F)F)=O 3-(6-(1H-pyrazol-1-yl)pyridazin-3-yl)-1-(2,6-difluorobenzyl)-5-((dimethylamino)methyl)-6-(4-nitrophenyl)thieno[2,3-d]pyrimidine-2,4(1H,3H)-dione